C(O)C(CCCC=C)(CO)CO trimethylolhexene